Cl\C=C/CCCCCC1OCCCC1 cis-7-chloro-1-tetrahydropyranyl-6-heptene